C(C)(C)(C)NC(=O)N1C2(CCC(C1)CC2)C2=NC(=NO2)CCC2=CC=NC=C2 (1s,4s)-N-(tert-butyl)-1-(3-(2-(pyridin-4-yl)ethyl)-1,2,4-oxadiazole-5-yl)-2-azabicyclo[2.2.2]octane-2-carboxamide